1,2-dithian-octane β-hydroxy-β-methylbutyrate OC(CC(=O)O)(C)C.SSCCCCCC